hexadecyl n-nonanoate C(CCCCCCCC)(=O)OCCCCCCCCCCCCCCCC